N[C@@]1(CN(CC1)C1=C(C=NC(=C1C1=CC(=CC(=C1)F)OC(F)F)OC)C(=O)NCC1=NOC=C1)C 4-[(3S)-3-amino-3-methylpyrrolidin-1-yl]-5-[3-(difluoromethoxy)-5-fluorophenyl]-6-methoxy-N-[(1,2-oxazol-3-yl)methyl]pyridine-3-carboxamide